C12CN(CC(O1)C2)C2=CC(=C1N=CC=NC1=C2)OC2CCC(CC2)NC2=NC=CC=N2 N-[4-[7-(6-oxa-3-azabicyclo[3.1.1]heptan-3-yl)quinoxalin-5-yl]oxycyclohexyl]pyrimidin-2-amine